7-(4-hydroxyphenyl)-8,9,10,11-tetrahydro-3H-pyrazolo[4,3-a]phenanthridine-9-carbonitrile OC1=CC=C(C=C1)C1=NC2=CC=C3C(=C2C=2CCC(CC12)C#N)C=NN3